CC=1C(=NC(=CN1)C)N 3,6-dimethylpyrazin-2-amine